(3-methylbutyl)(prop-2-yl)amine CC(CCNC(C)C)C